N-(4-(6-chloropyridin-2-yl)phenyl)-2-(2-(cyclopropanesulfonamido)thiazol-4-yl)-2-methylpropanamide ClC1=CC=CC(=N1)C1=CC=C(C=C1)NC(C(C)(C)C=1N=C(SC1)NS(=O)(=O)C1CC1)=O